4-(tert-butoxycarbonyl)-1,4-oxazepan-2-carboxylic acid C(C)(C)(C)OC(=O)N1CC(OCCC1)C(=O)O